N[C@H]1[C@@H]2N(C[C@H]1CC2)C(=O)C2=CC1=C(N(C(=N1)C1=CC=3C=CN=C4NCC(N1C34)CC)C)C(=C2)F ((1R,4R,7R)-7-amino-2-azabicyclo[2.2.1]hept-2-yl)(2-(3-ethyl-4,5-dihydro-3H-2a,5,6-triazaacenaphthylen-2-yl)-7-fluoro-1-methyl-1H-benzo[d]imidazol-5-yl)methanone